C(N)(=O)C=1C=C(C=CC1F)NC(=O)[C@H]1O[C@]([C@@H]([C@@H]1C1=C(C=C(C=C1)F)OC(F)F)C)(C(F)(F)F)C (2S,3R,4R,5R)-N-(3-carbamoyl-4-fluoro-phenyl)-3-[2-(difluoromethoxy)-4-fluoro-phenyl]-4,5-dimethyl-5-(trifluoromethyl)tetrahydrofuran-2-carboxamide